6-bromo-7-methoxyquinazoline-2,4(1H,3H)-dione BrC=1C=C2C(NC(NC2=CC1OC)=O)=O